FC(C)(F)C1=NC=C(C(=N1)C)S(=O)(=O)N1CC2(C1)CN(C2)C2CCOCC2 2-[2-(1,1-difluoroethyl)-4-methylpyrimidin-5-yl]sulfonyl-6-(oxan-4-yl)-2,6-diazaspiro[3.3]heptane